CC(=CCN(C(CCN1CCN(CC1)C(C1=CC=C(C=C1)C(F)(F)F)=O)=O)C=1C(N(C(N(C1)C)=O)C)=O)C N-(3-methylbut-2-en-1-yl)-N-(1,3-dimethyl-2,4-dioxo-1,2,3,4-tetrahydropyrimidin-5-yl)-3-(4-(4-trifluoromethylbenzoyl)piperazin-1-yl)propionamide